Dideuteroaminoalcohol [2H]N([2H])O